[Cl-].C(C)[N+](CCO)(CCO)CC1OC1 N-ethyl-N,N-bis(2-hydroxyethyl)-oxiranylmethylammonium chloride